C1(CC1)C=1C(=NSC1C(=O)NC1=CC(=NC=C1)C)C1COCC1 4-Cyclopropyl-N-(2-methylpyridin-4-yl)-3-(tetrahydrofuran-3-yl)isothiazole-5-carboxamide